copper-indium-sulfide [In]=S.[Cu]